CC1(CC1)CN1C=2C3=C(C(=NN3CCC1=O)C1=NNC=C1)N=C(C2)N2[C@@H](COCC2)C (R)-6-((1-methylcyclopropyl)methyl)-4-(3-methylmorpholinyl)-2-(1H-pyrazol-3-yl)-8,9-dihydro-1,3,6,9a-tetraazabenzo[cd]azulene-7(6H)-one